C(=CC)N1CC(CC1)C1=C2N(N=C1)C(=C(N2)C2=CC=C(C=C2)OC2=CC=C(C=C2)F)C(=O)N 7-(1-propenylpyrrolidin-3-yl)-2-(4-(4-fluorophenoxy)phenyl)-1H-imidazo[1,2-b]pyrazole-3-carboxamide